3-(((3-chloro-1-(2,2-difluoroethyl)-5-(difluoromethyl)-1H-pyrazol-4-yl)methyl)thio)-5-ethyl-5-methyl-4,5-dihydroisoxazole ClC1=NN(C(=C1CSC1=NOC(C1)(C)CC)C(F)F)CC(F)F